6,7,8-Trifluoro-4-(4,4,5,5-tetramethyl-1,3,2-dioxaborolan-2-yl)-5-((triisopropylsilyl)ethynyl)naphthalen-2-amine FC=1C(=C2C(=CC(=CC2=C(C1F)F)N)B1OC(C(O1)(C)C)(C)C)C#C[Si](C(C)C)(C(C)C)C(C)C